6-(4-cyanophenyl)-4-(methylthio)-2-oxo-2H-pyran-3-carbonitrile C(#N)C1=CC=C(C=C1)C1=CC(=C(C(O1)=O)C#N)SC